BrC1=CC(=C(C=C1)C1=C(C(=C(C=C1)F)F)F)F 1-(4-Bromo-2-fluorophenyl)-2,3,4-trifluorobenzol